COC(C1=C(C(=CC(=C1)I)C(F)(F)F)CBr)=O 2-(bromomethyl)-5-iodo-3-(trifluoromethyl)benzoic acid methyl ester